FC1=CC=C(C=C1)NCC(=O)[C@H]1[C@@H]2[C@H](C3[C@@]1(CC[C@@H]1[C@H]4CC[C@@](CC4CCC31)(C)O)C)CCC2 2-((4-fluorophenyl)amino)-1-((2R,4aS,4bR,6aS,7S,7aS,8aR,8bR,8cR,10aR)-2-hydroxy-2,6a-dimethyloctadecahydrocyclopenta[4,5]cyclopenta[1,2-a]phenanthren-7-yl)ethan-1-one